2-(2-((S)-1-(2,3-Difluorobenzyl)-5-oxopyrrolidin-2-yl)acetamido)-3-methyl-N-(2,4,6-trifluorophenyl)butanamide FC1=C(CN2[C@@H](CCC2=O)CC(=O)NC(C(=O)NC2=C(C=C(C=C2F)F)F)C(C)C)C=CC=C1F